methyl 2,5-dichloro-6-cyano-nicotinate ClC1=C(C(=O)OC)C=C(C(=N1)C#N)Cl